[(3R)-3-(1H-Triazol-5-yl)pyrrolidin-1-yl]-[3-[6-[3-(trifluoromethyl)pyrrolidin-1-yl]-3-pyridyl]azetidin-1-yl]methanone N1N=NC=C1[C@H]1CN(CC1)C(=O)N1CC(C1)C=1C=NC(=CC1)N1CC(CC1)C(F)(F)F